bis-(4,4',6,6'-tetramethyl-2,2'-bipyridine) copper (II) bis[bis(trifluoromethanesulfonyl)imide] [N-](S(=O)(=O)C(F)(F)F)S(=O)(=O)C(F)(F)F.[N-](S(=O)(=O)C(F)(F)F)S(=O)(=O)C(F)(F)F.[Cu+2].CC1=CC(=NC(=C1)C)C1=NC(=CC(=C1)C)C.CC1=CC(=NC(=C1)C)C1=NC(=CC(=C1)C)C